ClC1=NN2C(C(=N1)Cl)=C(C=C2C(C(C)O)(C)C)F 3-{2,4-dichloro-5-fluoropyrrolo[2,1-f][1,2,4]triazin-7-yl}-3-methylbutan-2-ol